O=C1NC(CCC1N1C(C2=CC=C(C=C2C1=O)N1CCN(CC1)C(=O)OC(C)(C)C)=O)=O tert-butyl 4-[2-(2,6-dioxopiperidin-3-yl)-1,3-dioxoisoindol-5-yl]piperazine-1-carboxylate